C1(CC12CC2)C(=O)NNC(=O)OC(C)(C)C tert-Butyl 2-(spiro[2.2]pentane-1-carbonyl)hydrazinecarboxylate